trifluoromethyl-2,4-quinolinedione FC(F)(F)C1C(NC2=CC=CC=C2C1=O)=O